(S)- and (R)-3-(Tetrahydrofuran-3-yl)-1H-pyrazole O1C[C@@H](CC1)C1=NNC=C1 |r|